5-bromo-2-[rac-(3R,5S)-1,5-dimethylpyrrolidin-3-yl]-1,3-benzothiazole BrC=1C=CC2=C(N=C(S2)[C@H]2CN([C@H](C2)C)C)C1 |r|